The molecule is a monocarboxylic acid that is 3,5-dioxocyclohexanecarboxylic acid substituted by a cyclopropyl(hydroxy)methylidene group at position 4. It is a metabolite of the plant growth regulator trinexapac-ethyl. It has a role as a marine xenobiotic metabolite, an agrochemical, a plant growth regulator and a gibberellin biosynthesis inhibitor. It is a member of cyclohexanones, a monocarboxylic acid, a beta-hydroxy ketone, an enol and a member of cyclopropanes. C1CC1C(=C2C(=O)CC(CC2=O)C(=O)O)O